OC(COC=1C=C(C=2N(C1)N=CC2C#N)C=2C=NC(=CC2)N2CC1N(C(C2)C1)CC1=CC(N(C=C1)C)=O)(C)C 6-(2-hydroxy-2-methylpropoxy)-4-(6-(6-((1-methyl-2-oxo-1,2-dihydropyridin-4-yl)methyl)-3,6-diazabicyclo[3.1.1]heptan-3-yl)pyridin-3-yl)pyrazolo[1,5-a]pyridine-3-carbonitrile